CNC(C1=CC(=CC=C1)CN1C(C2=CC=C(C=C2C=C1)C1=CC=NN1C)=O)=O N-Methyl-3-((6-(1-methyl-1H-pyrazol-5-yl)-1-oxoisoquinolin-2(1H)-yl)methyl)benzamide